N-((S)-2-hydroxy-3-(4-hydroxyphenyl)propyl)-3-(pyridin-4-yl)-3-(1-(trifluoromethyl)cyclopropyl)propenamide O[C@H](CNC(C=C(C1(CC1)C(F)(F)F)C1=CC=NC=C1)=O)CC1=CC=C(C=C1)O